(3S,4R)-4-((4-(3-(chloromethyl)-4-isopropylquinolin-6-yl)-5-fluoropyrimidin-2-yl)amino)tetrahydro-2H-pyran-3-ol sodium 3-hydroxycyclobutane-1,1-dicarboxylate OC1CC(C1)(C(=O)[O-])C(=O)[O-].[Na+].ClCC=1C=NC2=CC=C(C=C2C1C(C)C)C1=NC(=NC=C1F)N[C@H]1[C@@H](COCC1)O.[Na+]